O=C(CC(=O)OCC(CO)O)C 2,3-dihydroxypropyl 3-oxobutyrate